N-((1-(5-(4-ethylpiperazin-1-yl)-4H-1,2,4-triazol-3-yl)azetidin-3-yl)methyl)acrylamide C(C)N1CCN(CC1)C=1NC(=NN1)N1CC(C1)CNC(C=C)=O